BrC1=CC=C2C(=C(C(N(C2=C1)C)=O)C#N)N1CCC(CC1)OC1=CC=C(C=C1)C(F)(F)F 7-bromo-1-methyl-2-oxo-4-{4-[4-(trifluoromethyl)phenoxy]piperidin-1-yl}-1,2-dihydroquinoline-3-carbonitrile